3-((S)-8-azaspiro[4.5]dec-3-ylamino)-2-methylbenzenesulfonamide C1C[C@@H](CC12CCNCC2)NC=2C(=C(C=CC2)S(=O)(=O)N)C